BrC=1C=C2C(=NC1)N=C(O2)C=2C(=C(N)C=C(C2)F)C 3-(6-bromooxazolo[4,5-b]pyridin-2-yl)-5-fluoro-2-methylaniline